CC1=CC=CC(=N1)C1=NC=CC(=N1)NC1=NC(=NC=C1)NC1=CC=C(C=C1)C=1C=NN(C1)C1COC1 N4-[2-(6-methyl-2-pyridyl)pyrimidin-4-yl]-N2-[4-[1-(oxetan-3-yl)pyrazol-4-yl]phenyl]pyrimidine-2,4-diamine